1-(difluoromethoxy)-2-fluoro-4-isothiocyanatobenzene FC(OC1=C(C=C(C=C1)N=C=S)F)F